2,5-dimethyl-3-(methylsulfinylmethyl)piperidine CC1NCC(CC1CS(=O)C)C